1-(5-chloro-2-(difluoromethoxy)phenyl)ethan-1-one ClC=1C=CC(=C(C1)C(C)=O)OC(F)F